(E)-2,2,2-trifluoroacetaldehyde oxime FC(/C=N/O)(F)F